CN1C=NC2=C1C=C(C(=C2)C2=CC=CN1C(=CC=C21)C(=O)N2C(CC2)CNC(OC(C)(C)C)=O)C(F)(F)F tert-butyl ((1-(8-(1-methyl-6-(trifluoromethyl)-1H-benzo[d]imidazol-5-yl)indolizine-3-carbonyl)azetidin-2-yl)methyl)carbamate